C[C@@H]1[C@H]([C@H](C[C@@H](O1)O[C@@H]2[C@H](O[C@H](C[C@@H]2O)O[C@@H]3[C@H](O[C@H](C[C@@H]3O)O[C@H]4CC[C@]5([C@@H](C4)CC[C@@H]6[C@@H]5CC[C@]7([C@@]6(CC[C@@H]7C8=CC(=O)OC8)O)C)C)C)C)OC(=O)C)O The molecule is a cardenolide glycoside compound consisting of digitoxin having an acetyl substituent at the 3-position on the D-ribo-hexopyranosyl residue at the non-reducing end. It has a role as an anti-arrhythmia drug, a cardiotonic drug and an enzyme inhibitor. It derives from a digitoxin.